ICCCCS(=O)(=O)[O-].[Na+] Sodium 4-iodobutane-1-sulfonate